1-[3-(1-Hydroxyethyl)-6-[5-[(2-oxo-1-piperidyl)methyl]benzimidazol-1-yl]-2-pyridyl]-5-methyl-pyrazole-3-carbonitrile OC(C)C=1C(=NC(=CC1)N1C=NC2=C1C=CC(=C2)CN2C(CCCC2)=O)N2N=C(C=C2C)C#N